ClC1=C(C=CC(=C1)Cl)C1=NC(=NC=C1C=1NC(=CN1)C)NCCNC1=CC=C(C=N1)C#N 6-[[2-[[4-(2,4-dichlorophenyl)-5-(5-methyl-1H-imidazol-2-yl)-2-pyrimidinyl]amino]ethyl]amino]-3-pyridinonitrile